O1C(CN(CCC1)C(=O)[O-])C(=O)[O-] 1,4-oxazepane-2,4-dicarboxylate